C(CCCCCCC\C=C/C\C=C/CCCCC)(=O)OCC(O)CO Glyceryl Linoleat